tert-butyl (S)-9-(4-(4-(N-((2-amino-4-hydroxypteridin-6-yl)methyl)-2,2,2-trifluoroacetamido)benzamido)-5-(tert-butoxy)-5-oxopentanoyl)-3,9-diazaspiro[5.5]undecane-3-carboxylate NC1=NC2=NC=C(N=C2C(=N1)O)CN(C(C(F)(F)F)=O)C1=CC=C(C(=O)N[C@@H](CCC(=O)N2CCC3(CCN(CC3)C(=O)OC(C)(C)C)CC2)C(=O)OC(C)(C)C)C=C1